isopropyl (S)-6-diazo-2-((S)-3-(6-fluoro-1H-indol-3-yl)-2-hydroxypropanamido)-5-oxohexanoate [N+](=[N-])=CC(CC[C@@H](C(=O)OC(C)C)NC([C@H](CC1=CNC2=CC(=CC=C12)F)O)=O)=O